5-(4-(tert-butyl)phenyl)-1-ethyl-3-(pyrrolidin-1-ylmethyl)-1H-1,2,4-triazole C(C)(C)(C)C1=CC=C(C=C1)C1=NC(=NN1CC)CN1CCCC1